1,2-dibromotrifluoroethane BrC(C(Br)F)(F)F